FC1=NC(=CC=C1B(O)O)F 2,6-Difluoropyridine-3-boronic acid